1-chloro-2,4-dinitrophenylhydrazine ClC1(C(C=C(C=C1)[N+](=O)[O-])[N+](=O)[O-])NN